ethyl (4-((4-(2-fluoro-6-(methylcarbamoyl)pyridin-3-yl)piperidin-1-yl)methyl)-6-oxo-1,6-dihydropyridin-2-yl)carbamate FC1=NC(=CC=C1C1CCN(CC1)CC=1C=C(NC(C1)=O)NC(OCC)=O)C(NC)=O